5-hydroxy-6-methylpyrimidine-4-carbonyl chloride OC=1C(=NC=NC1C)C(=O)Cl